2-(3-bromophenyl)-N-((4r,5s,7r,8r,9s,10r)-8,10-dihydroxy-7-(hydroxymethyl)-9-(4-(3,4,5-trifluorophenyl)-1H-1,2,3-triazol-1-yl)-1,6-dioxaspiro[4.5]dec-4-yl)acetamide BrC=1C=C(C=CC1)CC(=O)N[C@@H]1CCO[C@]12O[C@@H]([C@@H]([C@@H]([C@H]2O)N2N=NC(=C2)C2=CC(=C(C(=C2)F)F)F)O)CO